2-bromo-N-cyclopropyl-N-(4-methoxybenzyl)-3-(trifluoromethyl)benzamide BrC1=C(C(=O)N(CC2=CC=C(C=C2)OC)C2CC2)C=CC=C1C(F)(F)F